zirconium tetra(2,4-pentanedione) CC(CC(C)=O)=O.CC(CC(C)=O)=O.CC(CC(C)=O)=O.CC(CC(C)=O)=O.[Zr]